Methyl 6,6-dimethoxyspiro[3.3]heptane-2-carboxylate COC1(CC2(CC(C2)C(=O)OC)C1)OC